FC(C1=NN=C(O1)C=1C=CC(=NC1)CN1C(N(C2=CC=CC=C2C1=O)CCN(C)C)=O)F 3-((5-(5-(difluoromethyl)-1,3,4-oxadiazole-2-yl)pyridine-2-yl)methyl)-1-(2-(dimethylamino)ethyl)quinazoline-2,4(1H,3H)-dione